3-(3-Chloro-4-(4-((5-isopropyl-8-((2R,3S)-2-methyl-3-((methanesulfonyl)methyl)azetidin-1-yl)isoquinolin-3-yl)amino)pyrimidin-2-yl)-1H-pyrazol-1-yl)-1-methylcyclobutane-1-carbonitrile ClC1=NN(C=C1C1=NC=CC(=N1)NC=1N=CC2=C(C=CC(=C2C1)C(C)C)N1[C@@H]([C@H](C1)CS(=O)(=O)C)C)C1CC(C1)(C#N)C